ClC=1C(=NN2C1N=C(C=C2)Cl)CN2CCOCC2 ((3,5-dichloropyrazolo[1,5-a]pyrimidin-2-yl)methyl)morpholine